N1C2(C(C=C1)=O)CCNCC2 spiro[piperidine-4,2'-pyrrole]-3'(1'H)-one